dimethyl-4,7-dihydroxynaphthylsulfonium C[S+](C1=CC=C(C2=CC=C(C=C12)O)O)C